OC1=C(C=C2C=CN=C(C2=C1)C#N)C=1N=NC(=CC1)N(C1CC(NC(C1)(C)C)(C)C)C 7-hydroxy-6-(6-(methyl(2,2,6,6-tetramethylpiperidin-4-yl)amino)pyridazin-3-yl)isoquinoline-1-carbonitrile